thieno[3,2-b]pyridine-3-carbonitrile S1C=C(C2=NC=CC=C21)C#N